methylenbutyl-theophylline dicyanamide salt [N-](C#N)C#N.C=CCCCCN1C(=O)N(C)C=2N=CNC2C1=O